FC1=C(C=CC(=N1)C(=O)NC)N1CCN(CC1)C([2H])([2H])C=1C=C2NC(C=NC2=CC1)=O 6-fluoro-N-methyl-5-(4-((3-oxo-4H-quinoxalin-6-yl)methyl-d2)piperazin-1-yl)pyridine-2-formamide